2,6-difluoropyridine-boronic acid FC1(NC(=CC=C1)F)B(O)O